C(C)N(C1CC(N(C(C1)C)C(=O)OC(C)(C)C)C)C1=C(C(=CC(=C1)F)C(NCC=1C(N(C(=C(C1C)F)C)C)=O)=O)C tert-Butyl 4-(ethyl(5-fluoro-3-(((5-fluoro-1,4,6-trimethyl-2-oxo-1,2-dihydropyridin-3-yl)methyl)carbamoyl)-2-methylphenyl)amino)-2,6-trans-dimethylpiperidine-1-carboxylate